C(C)(C)(C)OC(=O)NC1=CC(=NN1C(=O)OC(C)(C)C)C=1N(C2=CC=CC(=C2C1)NC1CCN(CC1)C)CC(F)(F)F tert-butyl 5-((tert-butoxycarbonyl)amino)-3-(4-((1-methylpiperidin-4-yl)amino)-1-(2,2,2-trifluoroethyl)-1H-indol-2-yl)-1H-pyrazole-1-carboxylate